C(#N)C1=CC(=C(COC2=C(C=C(C(=N2)C2=CC(=C(CC3=NC4=C(N3CCOC)C=C(C=C4)C(=O)OC)C=C2)F)F)F)C=C1)F Methyl 2-(4-(6-((4-cyano-2-fluorobenzyl) oxy)-3,5-difluoropyridin-2-yl)-2-fluorobenzyl)-1-(2-methoxyethyl)-1H-benzo[d]imidazole-6-carboxylate